bis[N-methyl-2,2,6,6-tetramethyl-4-piperidyl] sebacate C(CCCCCCCCC(=O)OC1CC(N(C(C1)(C)C)C)(C)C)(=O)OC1CC(N(C(C1)(C)C)C)(C)C